C(C)(C)(C)OC(=O)N1CC2(C3=CC(=CC=C13)Br)CCCCC2.CC=2C=C(C=CC2O)C=2C1=CC=CC=C1C=C1C=CC=CC21 9-(3-methyl-4-hydroxyphenyl)anthracene tert-butyl-5'-bromospiro[cyclohexane-1,3'-indoline]-1'-carboxylate